4-(6-chloro-1-methyl-9H-pyrido[3,4-b]indol-8-yl)-benzylamine ClC=1C=C2C3=C(NC2=C(C1)C1=CC=C(CN)C=C1)C(=NC=C3)C